OC1=CC=C(C=C2C(OC(OC2=O)(C)C)=O)C=C1 5-(4-hydroxy-benzylidene)-2,2-dimethyl-[1,3]dioxane-4,6-dione